COC1=NC=C(C2=C1N=C(S2)NC(=O)N2CC1(CC2)CCOCC1)C=1C=NN(C1)C[C@@H]1OCCCC1 8-Oxa-2-aza-spiro[4.5]decane-2-carboxylic acid (4-methoxy-7-{1-[(R)-1-(tetrahydro-pyran-2-yl)methyl]-1H-pyrazol-4-yl}-thiazolo[4,5-c]pyridin-2-yl)-amide